CN1CCC(CC1)N1C(C=CC=C1)C=1C=NC=NC1 5-(1-(methylpiperidin-4-yl)pyridin-2-yl)pyrimidine